COC1=NC=CC2=C(C=CC=C12)N1N=CC(=C1C(F)(F)F)NC(C1=C(N=CC=C1)C(F)(F)F)=O N-(1-(1-methoxyisoquinolin-5-yl)-5-(trifluoromethyl)-1H-pyrazol-4-yl)-2-(trifluoromethyl)nicotinamide